C(C=C)C1C(NCCC1)=O 3-allylpiperidin-2-one